4-(4-fluorophenyl)-6-methoxy-2H-chromen-3-carbaldehyde FC1=CC=C(C=C1)C1=C(COC2=CC=C(C=C12)OC)C=O